BrCCCCCCCCOC1=C2CN(C(C2=CC=C1)=O)C1C(NC(CC1)=O)=O 3-(4-((8-bromooctyl)oxy)-1-oxoisoindolin-2-yl)piperidine-2,6-dione